(R)-2-(azetidin-1-yl)-1-(2-(5-(1-(3,5-dichloropyridin-4-yl)ethoxy)-1H-indazol-3-yl)-4,6-dihydropyrrolo[3,4-d]imidazol-5(1H)-yl)ethan-1-one N1(CCC1)CC(=O)N1CC=2NC(=NC2C1)C1=NNC2=CC=C(C=C12)O[C@H](C)C1=C(C=NC=C1Cl)Cl